(S)-2-(chlorocarbonyl)pyrrolidine-1-carboxylic acid benzyl ester C(C1=CC=CC=C1)OC(=O)N1[C@@H](CCC1)C(=O)Cl